BrC1=C(C=C(C=C1)OC)S(=O)(=O)N 2-Bromo-5-methoxybenzenesulfonamide